methyl-butyl-ethoxypropoxysilane C[SiH](OCCCOCC)CCCC